4-(4-bromo-2,3-difluorophenyl)piperidine-1-carboxylic acid tert-butyl ester C(C)(C)(C)OC(=O)N1CCC(CC1)C1=C(C(=C(C=C1)Br)F)F